6-fluoro-N-methyl-5-(piperazin-1-yl)picolinamide dihydrochloride Cl.Cl.FC1=C(C=CC(=N1)C(=O)NC)N1CCNCC1